C1N(CCC2=CC=CC=C12)C[C@H](CN1CCOC2=C(C1=O)C=CC(=C2)O)O 4-[(2R)-3-(3,4-dihydro-1H-isoquinolin-2-yl)-2-hydroxy-propyl]-8-hydroxy-2,3-dihydro-1,4-benzoxazepin-5-one